COC1=CC=C(CN2C3=C(C=C(CC2=O)C=2OC(=CN2)C)C=CC(=C3)C=3C=NN(C3)CCOC)C=C1 1-(4-methoxybenzyl)-8-(1-(2-methoxyethyl)-1H-pyrazol-4-yl)-4-(5-methyloxazol-2-yl)-1,3-dihydro-2H-benzo[b]azepin-2-one